N-(5-(2,6-Difluoro-4-methoxyphenyl)-1-methyl-2-(6-methyl-4-((tetrahydrofuran-3-yl)oxy)pyridin-2-yl)-3-oxo-2,3-dihydro-1H-pyrazol-4-yl)-4-(difluoromethoxy)benzamide FC1=C(C(=CC(=C1)OC)F)C1=C(C(N(N1C)C1=NC(=CC(=C1)OC1COCC1)C)=O)NC(C1=CC=C(C=C1)OC(F)F)=O